Benzyl N2-(((9H-fluoren-9-yl)methoxy)carbonyl)-N5-((3R,4S,5R)-3,4-dihydroxy-5-(hydroxymethyl)tetrahydrofuran-2-yl)-L-glutaminate C1=CC=CC=2C3=CC=CC=C3C(C12)COC(=O)N[C@@H](CCC(NC1O[C@@H]([C@H]([C@H]1O)O)CO)=O)C(=O)OCC1=CC=CC=C1